C(C)(C)[Sn](OC(C)(C)C)(OC(C)(C)C)OC(C)(C)C i-propyl-tris(t-butoxy)tin